CN1NC(C2=C(C1=O)C=CC=N2)=O 6-methyl-7H-pyrido[2,3-d]pyridazine-5,8-dione